CCCCCCCCCCCCCCC(=O)OC[C@H](COP(=O)(O)OC[C@H](CO)O)OC(=O)CCCCCCCCCCCCC 1-pentadecanoyl-2-tetradecanoyl-glycero-3-phospho-(1'-sn-glycerol)